C(C)(=O)C1=CC=C(C=C1)C1=CC(=CC=C1O)OC1=C(C=C(C=C1Cl)NC(C)=O)Cl N-(4-((4'-acetyl-6-hydroxy-[1,1'-biphenyl]-3-yl)oxy)-3,5-dichlorophenyl)acetamide